NC1=NC(=C2N=CN(C2=N1)CCCCCCC(=O)NO)C=1OC=CC1 7-(2-amino-6-(furan-2-yl)-9H-purin-9-yl)-N-hydroxyheptanamide